1-(2-Furyl)-3-methyl-2-butanone O1C(=CC=C1)CC(C(C)C)=O